BrC=1C(=NC=CC1[C@@H](CCC=C)N[S@@](=O)C(C)(C)C)OC(F)F (S)-N-((R)-1-(3-bromo-2-(difluoromethoxy)pyridin-4-yl)pent-4-en-1-yl)-2-methylpropan-2-sulfinamide